CC=1C(=NC(=C(C(=O)O)C1C)C)N1CC(N(CC1)C(=O)C=1N=C2C(=NC1)N(CC2(C)C)C2=CC(=C(C(=C2)F)F)F)(C)C methyl-6-(4-(7,7-dimethyl-5-(3,4,5-trifluorophenyl)-6,7-dihydro-5H-pyrrolo[2,3-b]pyrazine-2-carbonyl)-3,3-dimethylpiperazin-1-yl)-2,4-dimethylnicotinic acid